CC1=C(C=CC=C1C1=C(C(=CC=C1)C1=CC=2N(C=C1)N=C(N2)CNC[C@H]2NC(CC2)=O)C)C2=CC=C(C=C2)CNC[C@@H]2CCC(N2)=O (S)-5-((((2',2''-dimethyl-3''-(2-(((((S)-5-oxopyrrolidin-2-yl)methyl)amino)methyl)-[1,2,4]triazolo[1,5-a]pyridin-7-yl)-[1,1':3',1''-terphenyl]-4-yl)methyl)amino)methyl)pyrrolidin-2-one